C1N(CCC2=CC=CC=C12)C[C@H](CN1CCOC2=C(C1=O)C=CC(=C2)OC2CCN(CC2)CCF)O 4-[(2R)-3-(3,4-dihydro-1H-isoquinolin-2-yl)-2-hydroxy-propyl]-8-[[1-(2-fluoroethyl)-4-piperidinyl]oxy]-2,3-dihydro-1,4-benzoxazepin-5-one